2-((4-chlorobenzyl)thio)benzo[d]oxazole-7-carboxylic acid ClC1=CC=C(CSC=2OC3=C(N2)C=CC=C3C(=O)O)C=C1